ClC1=C(C=C2C=C(N=CC2=C1)NC(=O)C1CC1)N1CCN(CC1)C1COC1 N-(7-chloro-6-(4-(oxetan-3-yl)piperazin-1-yl)isoquinolin-3-yl)cyclopropanecarboxamide